5-(pyrrolidin-3-yloxy)-1H-indole N1CC(CC1)OC=1C=C2C=CNC2=CC1